(rac)-tert-butyl-2'-{6-amino-5-[(2-fluorophenyl)methoxy]pyridin-3-yl}-5',6'-dihydrospiro[pyrrolidine-3,4'-pyrrolo[1,2-b]pyrazole]-1-carboxylate C(C)(C)(C)OC(=O)N1C[C@]2(CCN3N=C(C=C32)C=3C=NC(=C(C3)OCC3=C(C=CC=C3)F)N)CC1 |r|